3-azabicyclo[3.2.1]octane-8-carboxylic acid ethyl ester C(C)OC(=O)C1C2CNCC1CC2